N-((1,2,3,5,6,7-hexahydro-s-indacen-4-yl)carbamoyl)-4-(hydroxymethyl)furan-2-sulfonimidamide C1CCC2=C(C=3CCCC3C=C12)NC(=O)NS(=O)(=N)C=1OC=C(C1)CO